ClC=1C=C(C=CC1OCC1=NC=CC=C1)NC1=CC=NC2=CC=CC(=C12)OCCO 4-((3-Chloro-4-(pyridin-2-ylmethoxy)phenyl)amino)-5-(2-hydroxyethoxy)quinoline